ClC=1C=CC(=NC1)N1CCN(CC1)CC=1C=C2CN(C(C2=CC1)=O)N1C(NC(CC1)=O)=O 1-(5-((4-(5-chloropyridin-2-yl)piperazin-1-yl)methyl)-1-oxoisoindolin-2-yl)dihydropyrimidine-2,4(1H,3H)-dione